3-[1-oxo-5-[[1-(piperidine-4-carbonyl)-4-piperidyl]oxy]isoindolin-2-yl]piperidine-2,6-dione O=C1N(CC2=CC(=CC=C12)OC1CCN(CC1)C(=O)C1CCNCC1)C1C(NC(CC1)=O)=O